(S)-2-((S)-1-phenyl-3,4-dihydroisoquinolin-2(1H)-yl)-1-oxa-3,7-diazaspiro[4.4]non-2-ene C1(=CC=CC=C1)[C@@H]1N(CCC2=CC=CC=C12)C=1O[C@]2(CN1)CNCC2